Cl[SiH2]C[SiH](Cl)Cl chlorosilyl(dichlorosilyl)methane